O=C1C2(CCC(C1=CC1=CC=C(C=C1)S(=O)(=O)O)C2(C)C)C 4-(2-oxo-3-bornylidenemethyl)benzenesulphonic acid